C(C)OC(=O)[C@H]1CN(CC[C@H]1N[C@H](C)C1=CC=CC=C1)C(=O)OC(C)(C)C (3S,4R)-4-(((R)-1-phenylethyl)amino)piperidine-1,3-dicarboxylic acid 1-(tert-butyl) ester 3-ethyl ester